ClC=1C=NC=C(C1[C@@H](C)OC=1C=C2C(=NNC2=CC1)C=1C=NN(C1)C1CCN(CC1)C(=O)N)Cl 4-[4-[5-[(1R)-1-(3,5-dichloro-4-pyridyl)ethoxy]-1H-indazol-3-yl]pyrazol-1-yl]piperidine-1-carboxamide